N-(5-bromo-1,3,4-thiadiazol-2-yl)-2-((1-cyclohexyl-4-oxo-4,5-dihydro-1H-pyrazolo[3,4-d]pyrimidin-6-yl)thio)acetamide BrC1=NN=C(S1)NC(CSC=1NC(C2=C(N1)N(N=C2)C2CCCCC2)=O)=O